FC(C[C@@H](C(=O)NC1=NC=CC(=C1)C1=C(C=2N=CN=C(C2N1)OCC(F)(F)F)C1=NC=CC=C1)C1=CC=C(C=C1)F)F (2R)-4,4-difluoro-2-(4-fluorophenyl)-N-{4-[7-(pyridin-2-yl)-4-(2,2,2-trifluoroethoxy)-5H-pyrrolo[3,2-d]pyrimidin-6-yl]pyridin-2-yl}butanamide